5-(5,6,7,8-tetrahydro-1,8-naphthyridin-2-yl)valeraldehyde N1=C(C=CC=2CCCNC12)CCCCC=O